F[C@H]1[C@H]([C@@H]2CN([C@H]1CC2)C)N(C2=CC=C(N=N2)C2=C(C=C(C=C2)N2C=NC=C2)O)C 2-(6-(((1S,4S,5S,6R)-6-fluoro-2-methyl-2-azabicyclo[2.2.2]octan-5-yl)(methyl)amino)pyridazin-3-yl)-5-(1H-imidazol-1-yl)phenol